ClC=1C=C(CNCCC2=CC(=C(C#N)C=C2OC)OC)C=C(C1)C 4-(2-((3-chloro-5-methylbenzyl)amino)ethyl)-2,5-dimethoxybenzonitrile